ethylthiazolecarboxylic acid C(C)C=1N=C(SC1)C(=O)O